(2R,3R,4S,5R)-2-{6-amino-2-{2-[(E)-3,4-di(benzyloxy)benzylidene]hydrazino}-9H-purin-9-yl}-5-(hydroxymethyl)tetrahydrofuran-3,4-diol NC1=C2N=CN(C2=NC(=N1)N/N=C/C1=CC(=C(C=C1)OCC1=CC=CC=C1)OCC1=CC=CC=C1)[C@@H]1O[C@@H]([C@H]([C@H]1O)O)CO